(2-(((2R,3S,4R,5R)-5-(6-chloro-4-(((S)-spiro[3.3]heptan-1-yl)amino)-1H-pyrazolo[3,4-d]pyrimidin-1-yl)-3,4-dihydroxytetrahydrofuran-2-yl)methoxy)-1-hydroxypropan-2-yl)phosphonic acid ClC1=NC(=C2C(=N1)N(N=C2)[C@H]2[C@@H]([C@@H]([C@H](O2)COC(CO)(C)P(O)(O)=O)O)O)N[C@H]2CCC21CCC1